NC1=NC=C(C2=C1C=NN2COCC[Si](C)(C)C)NC(C(=O)N(CC2=NC=C(C=C2)C(F)(F)F)[C@H]2[C@@H](CCC2)OC(F)F)=O N1-(4-amino-1-((2-(trimethylsilyl)ethoxy)methyl)-1H-pyrazolo[4,3-c]pyridin-7-yl)-N2-((1R,2R)-2-(difluoromethoxy)cyclopentyl)-N2-((5-(trifluoromethyl)pyridin-2-yl)methyl)oxalamide